BrC1=CC(=C(C=C1)CN)F 1-(4-bromo-2-fluorophenyl)methanamine